(1-methyl-1H-pyrazol-3-yl)benzene CN1N=C(C=C1)C1=CC=CC=C1